C(#N)CC1CCC(CC1)N1C(=NC=2C1=C1C(=NC2)N(C=C1)S(=O)(=O)C1=CC=CC=C1)CC(=O)NC1=NNC=C1 2-(1-((1r,4r)-4-(cyanomethyl)cyclohexyl)-6-(benzenesulfonyl)-1,6-dihydroimidazo[4,5-d]Pyrrolo[2,3-b]Pyridin-2-yl)-N-(1H-pyrazol-3-yl)acetamide